Tert-butyl N-[(1S,3R)-3-(triazolo[1,5-a]pyridin-3-yl)cyclohexyl]carbamate N1=NC(=C2N1C=CC=C2)[C@H]2C[C@H](CCC2)NC(OC(C)(C)C)=O